2,4-difluoro-5-hydroxybenzoic acid FC1=C(C(=O)O)C=C(C(=C1)F)O